N(N)C1=NC(=CC(=N1)C#N)NCC1=CC=C(C=C1)OC 2-hydrazino-6-[(4-methoxybenzyl)amino]pyrimidine-4-carbonitrile